C(C)(CC)N1C(=NC=C1)C(=O)O (sec-butyl)-1H-imidazole-2-carboxylic acid